N-(3-hydroxy-2-methyl-4-phenylbutan-2-yl)-1-methyl-1H-pyrrolo[2,3-b]pyridine-5-carboxamide OC(C(C)(C)NC(=O)C=1C=C2C(=NC1)N(C=C2)C)CC2=CC=CC=C2